(2-ethynylphenyl)(4-methylpiperazin-1-yl)methanone C(#C)C1=C(C=CC=C1)C(=O)N1CCN(CC1)C